Cl.CC1=C(C=CC(=C1)C)C(CN)(F)F 2-(2,4-dimethylphenyl)-2,2-difluoroethane-1-amine hydrochloride